ClC1=CC=C(C=C1)/C(=C/B1OC(C(O1)(C)C)(C)C)/C (E)-2-(2-(4-chlorophenyl)prop-1-en-1-yl)-4,4,5,5-tetramethyl-1,3,2-dioxaborolan